tert-butyl N-[2-[4-[6-(dimethyl-amino)pyridin-3-yl]phenyl]-1,3-benzothiazol-6-yl]-N-[2-(2-iodoethoxy)ethyl]carbamate CN(C1=CC=C(C=N1)C1=CC=C(C=C1)C=1SC2=C(N1)C=CC(=C2)N(C(OC(C)(C)C)=O)CCOCCI)C